BrC1=C(C=C2C(=C(C(=NC2=C1F)SC)CCCO)NC1C2CN(C1C2)C(=O)OC(C)(C)C)CCC#N tert-Butyl (endo)-5-((7-bromo-6-(2-cyanoethyl)-8-fluoro-3-(3-hydroxypropyl)-2-(methylthio) quinolin-4-yl)amino)-2-azabicyclo[2.1.1]hexane-2-carboxylate